N1-(1-pyridin-2-ylmethyl-1H-imidazol-2-ylmethyl)-N1-(5,6,7,8-tetrahydro-quinolin-8-yl)-butane-1,4-diamine N1=C(C=CC=C1)CN1C(=NC=C1)CN(CCCCN)C1CCCC=2C=CC=NC12